3-amino-1-(1-(6-(2-hydroxy-4-(1H-pyrazol-4-yl)phenyl)pyridazin-3-yl)octahydro-5H-pyrrolo[2,3-c]pyridin-5-yl)propan-1-one NCCC(=O)C1CC2C(CN1)N(CC2)C=2N=NC(=CC2)C2=C(C=C(C=C2)C=2C=NNC2)O